C(#N)C=1C=C2C=CC(=NC2=CC1)SCC(OC)OC 6-cyano-2-(2,2-dimethoxyethylthio)quinoline